(R or S)-5-(4-(1-(5-cyanopyridin-3-yl)ethoxy)phenyl)-2-oxo-6-(trifluoromethyl)-1,2-dihydropyridine-3-carboxamide C(#N)C=1C=C(C=NC1)[C@@H](C)OC1=CC=C(C=C1)C=1C=C(C(NC1C(F)(F)F)=O)C(=O)N |o1:8|